FC1=C(C=C(C=C1)C(F)(F)F)NC(NC1=CC=C(OC2=CC=C(C(=O)OC)C=C2)C=C1)=O Methyl 4-{4-[3-(2-fluoro-5-trifluoromethylphenyl)ureido]-phenoxy}-benzoate